(E)-3-(2-(4-(5-fluoropicolinoyl)piperazin-1-yl)phenyl)-N-hydroxyacrylamide FC=1C=CC(=NC1)C(=O)N1CCN(CC1)C1=C(C=CC=C1)/C=C/C(=O)NO